FC=1C(=NC(=NC1)NC1=NC=C(C=C1)N1C[C@@H]2CN(C[C@H]2C1)C)C1=C(C=2C(N(C=C(C2S1)C(C)C)C)=O)C 2-(5-Fluoro-2-((5-((3aS,6aS)-5-methylhexahydropyrrolo[3,4-c]pyrrol-2(1H)-yl)pyridin-2-yl)amino)pyrimidin-4-yl)-7-isopropyl-3,5-dimethylthieno[3,2-c]pyridin-4(5H)-one